ClC=1C(=NC(=NC1)NC=1C=NC=C(C1)N1C(CCC1)=O)C=1CCN(CC1)C(=O)OC(C)(C)C tert-butyl 4-[5-chloro-2-[[5-(2-oxopyrrolidin-1-yl)-3-pyridyl]amino]pyrimidin-4-yl]-3,6-dihydro-2H-pyridine-1-carboxylate